(S*)-(3-fluoro-10,11-dihydrodibenzo[b,f]oxepin-10-yl)-N-methylmethanamine FC=1C=CC2=C(OC3=C([C@H](C2)CNC)C=CC=C3)C1 |o1:9|